silver sodium tantalum [Ta].[Na].[Ag]